(S)-2-(2-methylpyridin-4-yl)-N-(tetrahydrofuran-3-yl)-1-((2-(trimethylsilyl)ethoxy)methyl)-1H-pyrrolo[3,2-c]Pyridin-6-amine CC1=NC=CC(=C1)C1=CC=2C=NC(=CC2N1COCC[Si](C)(C)C)N[C@@H]1COCC1